[4-[4-[4-(2,4-dioxohexahydropyrimidin-1-yl)phenyl]piperazin-1-yl]-4-oxo-butyl]carbamate O=C1N(CCC(N1)=O)C1=CC=C(C=C1)N1CCN(CC1)C(CCCNC([O-])=O)=O